6-fluoro-1-(4-hydroxyphenyl)-4-oxo-1,4-dihydroquinoline-3-carboxylic acid FC=1C=C2C(C(=CN(C2=CC1)C1=CC=C(C=C1)O)C(=O)O)=O